C(CCCC)NC1=NC(=C2N=CN(C2=N1)C1OCCCC1)N N2-pentyl-9-(tetrahydro-2H-pyran-2-yl)-9H-purine-2,6-diamine